ClC1=CC=C2C(=CNC2=C1)S(=O)(=O)NC=1C=NC(=CC1)OC 6-chloro-N-(6-methoxypyridin-3-yl)-1H-indole-3-sulfonamide